NC=1N=NC(=CC1N1CCN(CC1)CC1=C(C=CC=C1)C1C(NC(CC1)=O)=O)C1=C(C=CC=C1)O 3-(2-((4-(3-amino-6-(2-hydroxyphenyl)pyridazin-4-yl)piperazin-1-yl)methyl)phenyl)piperidine-2,6-dione